C(#N)C1=CC(=C(COC=2C=C(C=CC2)N2C[C@H]3CC[C@@H](C2)N3C(=O)OC(C)(C)C)C=C1)F tert-butyl (1R,5S)-3-(3-((4-cyano-2-fluorobenzyl)oxy)phenyl)-3,8-diazabicyclo[3.2.1]octane-8-carboxylate